ClC=1C(=NC=CC1C(=O)C1=NC=C(N=C1Cl)N1CCC2([C@@H](COC2)N[C@H](C)C2=CC=C(C=C2)OC)CC1)NCC1=CC=C(C=C1)OC (3-chloro-2-(4-methoxybenzylamino)pyridin-4-yl)(3-chloro-5-((s)-4-((R)-1-(4-methoxyphenyl)ethylamino)-2-oxa-8-azaspiro[4.5]decan-8-yl)pyrazin-2-yl)methanone